[I-].C(CCCCCCCCCCCCCCC)OC1=CC=C(C=C1)C1=CC=[N+](C=C1)C 4-(4-(hexadecyloxy)phenyl)-1-METHYLPYRIDIN-1-ium iodide